CN(C(CCCCCCC[C@@H]1[C@@H](C1)CCCCCCCC)CCCCCCCC)C N,N-dimethyl-1-[(1S,2R)-2-octylcyclopropyl]hexadecan-8-amine